CC(CC(C)OCCNCCCN1CCOCC1)C N-(2-(4-methylpent-2-yloxy)ethyl)-3-morpholinopropan-1-amine